C(C(=C)C)(=O)O.C(C(=C)C)(=O)O.OC1=CC=C(C=C1)C(C)(C)C1=CC=C(C=C1)O Bisphenol A dimethacrylat